N-(3,3-diphenylpropyl)glycine C1(=CC=CC=C1)C(CCNCC(=O)O)C1=CC=CC=C1